C(CCCCCCCCCCCCCCCCC)(=O)[N+](C)(C)C(CCCCCCCCCCCCCCCCC)=O distearoyl-dimethyl-ammonium